O[C@H]([C@H](CC1=CC=CC=C1)NC(OC(C)(C)C)=O)CNCC1=CC(=CC=C1)OC tert-butyl ((2S,3S)-3-hydroxy-4-((3-methoxybenzyl)amino)-1-phenylbutan-2-yl)-carbamate